3-methacryloyloxypropyl-tris(trimethyl-siloxy)silane C(C(=C)C)(=O)OCCC[Si](O[Si](C)(C)C)(O[Si](C)(C)C)O[Si](C)(C)C